CC(CCN)NC=1C=NN2C1C=CC(=C2)C=2C=NN(C2)C 1-methyl-N1-(6-(1-methyl-1H-pyrazol-4-yl)pyrazolo[1,5-a]pyridin-3-yl)propane-1,3-diamine